N1=C(C=CC=C1)C=1N=C(SC1)NC(=O)C1=CC=C(C(=O)N2CCN(CC2)C(=O)OC(C)(C)C)C=C1 Tert-butyl 4-(4-((4-(pyridin-2-yl)thiazol-2-yl)carbamoyl)benzoyl)piperazine-1-carboxylate